CN1N=C(C(=C1)S(=O)(=O)C(C)(C)N1CCCCC1)C(F)(F)F (2-((1-methyl-3-(trifluoromethyl)-1H-pyrazol-4-yl)sulfonyl)propan-2-yl)piperidine